FC(C=1C=CC=C2CN(C(C12)=O)C=1C=NC(=CC1)N[C@@H]1C[C@H](CC1)NC=1N=NC(=CN1)C(F)(F)F)(F)F 7-(trifluoromethyl)-2-(6-(((1S,3S)-3-((6-(trifluoromethyl)-1,2,4-triazin-3-yl)amino)cyclopentyl)amino)pyridin-3-yl)isoindolin-1-one